tert-butyl 2-amino-6,7-dihydro-4H-[1,3]thiazolo[5,4-c]pyridine-5-carboxylate NC=1SC=2CN(CCC2N1)C(=O)OC(C)(C)C